NCCNCCC[Si](OC)(OC)C N-(2-aminoethyl)3-aminopropyl-methyldimethoxysilane